(5-(5-(Difluoromethyl)-1,3,4-oxadiazol-2-yl)pyridin-2-yl)methylamine FC(C1=NN=C(O1)C=1C=CC(=NC1)CN)F